[4-(2-methoxy-1-methylethoxy)-2-methylphenyl]methanone O-acetyloxime C(C)(=O)ON=CC1=C(C=C(C=C1)OC(COC)C)C